OC(CC(CCCC(OCCC)OC(CCCC(CC(C)O)C)OCCC)C)C 6-hydroxy-4-methylheptylpropyloxymethyl ether